C1(CC1)C=1SC(=C(N1)C1=NC(=CC=C1)C)OC1=CC(=NC=C1)NC=1C=C(C(=O)N)C=CN1 2-((4-((2-Cyclopropyl-4-(6-methylpyridin-2-yl)thiazol-5-yl)oxy)pyridin-2-yl)amino)isonicotinamide